The molecule is an alkane that is undecane substituted by methyl groups at positions 4 and 6. It has a role as a human metabolite. It derives from a hydride of an undecane. CCCCCC(C)CC(C)CCC